(1S,2S)-2-(1-(2-(benzyloxy)ethyl)-1H-pyrazol-4-yl)-3-methylcyclopropanecarboxylic acid tert-butyl ester C(C)(C)(C)OC(=O)[C@@H]1[C@H](C1C)C=1C=NN(C1)CCOCC1=CC=CC=C1